1-methoxyhex-5-en-2-amine COCC(CCC=C)N